(3,5-di-t-butyl-2-hydroxyphenyl)benzotriazole C(C)(C)(C)C=1C(=C(C=C(C1)C(C)(C)C)C1=CC=CC=2NN=NC21)O